CC(CCCC)OC(=O)CC(=O)OC(CCO)O 2-(2-hexyloxycarbonyl)acetoxy-1,3-propanediol